tert-Butyl 4-(4-(ethoxycarbonyl)cyclohexyl)benzoate C(C)OC(=O)C1CCC(CC1)C1=CC=C(C(=O)OC(C)(C)C)C=C1